1-allyl-6-chloro-3-((1-methylpiperidin-4-yl)methyl)-1,3,4,9-tetrahydro-[1,2,6]thiadiazino[4,3-g]indole 2,2-dioxide C(C=C)N1S(N(CC=2C=C(C=3C=CNC3C21)Cl)CC2CCN(CC2)C)(=O)=O